ClC=1N=CC2=C(N1)N(C(C=C2C)=O)C2CCCC2 2-chloro-8-cyclopentyl-5-methyl-8H-pyrido[2,3-D]pyrimidin-7-one